COC1=CC=C(C=C1)NC(=O)C1CC(CCC1C(C)C)C N-(4-methoxyphenyl)-p-menthane-3-carboxamide